di(isopropyl) phosphite P(OC(C)C)(OC(C)C)[O-]